C(C)(C)(C)OC(=O)C=1SC(=C(N1)/C(/C(=O)O)=C/CC)N (Z)-2-(2-tert-butoxycarbonyl-aminothiazole-4-yl)-2-pentenoic acid